2-(3-chloro-5-fluorophenyl)-3-hydroxypropionic acid methyl ester COC(C(CO)C1=CC(=CC(=C1)F)Cl)=O